(S)-3-((S)-2-(2-((2-fluorophenyl)amino)-2-oxoacetamido)-4-methylpentanamido)-2-oxo-4-((S)-2-oxopyrrolidin-3-yl)butyldiphenyl-phosphinate FC1=C(C=CC=C1)NC(C(=O)N[C@H](C(=O)N[C@H](C(CC1=C(C=CC=C1)P([O-])(=O)C1=CC=CC=C1)=O)C[C@H]1C(NCC1)=O)CC(C)C)=O